ClC=1C=CC(=C(C1)CNC(=O)C=1N=NN(C1)CCCCN1N=NC(=C1)NC(CN1CC(C1)F)=O)F N-[(5-chloro-2-fluorophenyl)methyl]-1-(4-{4-[2-(3-fluoroazetidin-1-yl)acetamido]-1H-1,2,3-triazol-1-yl}butyl)-1H-1,2,3-triazole-4-carboxamide